BrCC\C=C\CCCCCCCCCC(OCCCCCCC)OCCCCCCC (3E)-1-bromo-14,14-diheptyloxy-3-tetradecene